[N+](=O)([O-])C1=CC=C(C=C1)C1CCN(CC1)C1CCC2(C1)CCNCC2 3-[4-(4-nitrophenyl)-1-piperidyl]-8-azaspiro[4.5]decane